2-(3-fluoropyrrolidin-1-yl)ethanol FC1CN(CC1)CCO